C(\C=C\C)NCC(=O)O (E)-but-2-en-1-ylglycine